C(#N)C1CN(C1)S(=O)(=O)N1C[C@H](CCC1)C(=O)N1[C@H](CCC1)C(=O)NCC1=CC(=CC(=C1)C)F 1-(((3S)-1-((3-cyano-1-azetidinyl)sulfonyl)-3-piperidinyl)carbonyl)-N-(3-fluoro-5-methylbenzyl)-D-prolinamide